COC1=C(C=C(C(=O)OCC)C#N)C=CC=C1 ethyl 2-methoxy-α-cyanocinnamate